3-Hydroxytetradecane OC(CC)CCCCCCCCCCC